C(C1=CC=CC=C1)N1C(=NC2=C1C=C(C=C2N)NC=2C(=NOC2C)C)C 1-benzyl-N6-(3,5-dimethylisoxazol-4-yl)-methyl-1H-benzo[d]imidazole-4,6-diamine